1-phenyl-2-(tetrahydropyrimidine-2(1H)-ylidene)ethane C1(=CC=CC=C1)CC=C1NCCCN1